C(C)N(C1=CN=NN1CC(=O)OCC)CC ethyl 2-(5-(diethylamino)-1H-1,2,3-triazol-1-yl)acetate